IC1=NNC2=NC=NC(=C21)N 3-iodo-4-amino-1H-pyrazolo[3,4-d]Pyrimidine